ClC1=C(C(=O)C2=CC=NC=C2)C(=CC=C1Cl)OC 4-(2,3-dichloro-6-methoxybenzoyl)pyridine